(7-methoxy-9H-pyrido[3,4-b]indol-1-yl)cyclobutanecarboxamide COC1=CC=C2C3=C(NC2=C1)C(=NC=C3)C3(CCC3)C(=O)N